OC1([C@H](CC(CC1)C(=C)C)[N+](CC)(CC)CC)C (1S,4R)-(2-hydroxy-5-(1-methylvinyl)-2-methylcyclohexyl)-triethylammonium